1-(3-mercapto-1-oxopropyl)-2,5-piperidinedicarboxylic acid SCCC(=O)N1C(CCC(C1)C(=O)O)C(=O)O